N=1N=CN(C1)CCCS 3-(4H-1,2,4-triazol-4-yl)propan-1-thiol